N4-[2-(5-chloro-2,4-difluoro-phenyl)pyrimidin-4-yl]-N2-[4-[4-(dimethylamino)-1-piperidyl]phenyl]pyrimidine-2,4-diamine ClC=1C(=CC(=C(C1)C1=NC=CC(=N1)NC1=NC(=NC=C1)NC1=CC=C(C=C1)N1CCC(CC1)N(C)C)F)F